N1(CCNCC1)C1=NC=C(C=N1)C(C)=O 1-(2-(piperazin-1-yl)pyrimidin-5-yl)ethan-1-one